2-(4-acetylpiperazin-1-yl)-N-(3-chloro-4-fluorophenyl)-N-(2-fluoro-4-(hydrazinecarbonyl)benzyl)ethane-1-sulfonamide C(C)(=O)N1CCN(CC1)CCS(=O)(=O)N(CC1=C(C=C(C=C1)C(=O)NN)F)C1=CC(=C(C=C1)F)Cl